2-(2-(3-Isopropyl-2-(8-methoxy-[1,2,4]triazolo[1,5-a]pyridin-6-yl)-1H-indol-5-yl)morpholino)-N,N-dimethylacetamid C(C)(C)C1=C(NC2=CC=C(C=C12)C1OCCN(C1)CC(=O)N(C)C)C=1C=C(C=2N(C1)N=CN2)OC